3-(5''-(methylsulfonamido)dispiro[cyclopropane-1,1'-cyclohexane-4',3''-indoline]-1''-carbonyl)-N-(3-methylthietan-3-yl)benzenesulfonamide CS(=O)(=O)NC=1C=C2C3(CN(C2=CC1)C(=O)C=1C=C(C=CC1)S(=O)(=O)NC1(CSC1)C)CCC1(CC3)CC1